tert-butyl (S)-3-methyl-4-(5-(pyridin-3-yl)-7-tosyl-7H-pyrrolo[2,3-d]pyrimidin-4-yl)piperazine-1-carboxylate C[C@H]1CN(CCN1C=1C2=C(N=CN1)N(C=C2C=2C=NC=CC2)S(=O)(=O)C2=CC=C(C)C=C2)C(=O)OC(C)(C)C